[Br-].ClS(=O)(=O)C1=CC=C(C[P+](C2=CC=CC=C2)(C2=CC=CC=C2)C2=CC=CC=C2)C=C1 (4-(chlorosulfonyl)benzyl)triphenylphosphonium bromide